CN(C)\C=C/1\CN(CC1=O)C(=O)OC(C)(C)C tert-butyl (3Z)-3-[(dimethylamino)methylene]-4-oxopyrrolidine-1-carboxylate